N[C@H](CC=1C=C2C(=NC(=NN2C1C)Cl)NCC1=CC=CC=C1)[C@H](C)F 6-((2R,3S)-2-amino-3-fluorobutyl)-N-benzyl-2-chloro-7-methylpyrrolo[2,1-f][1,2,4]triazin-4-amine